BrC1=CC(=C(C=C1Br)N)N 4,5-dibromophenylenediamine